4-chloro-7-(diethylamino)-2-oxo-2H-chromene-3-carbaldehyde ClC1=C(C(OC2=CC(=CC=C12)N(CC)CC)=O)C=O